OCC1OC1 2-hydroxymethyl-oxirane